Chloro-Sulfat S(=O)(=O)([O-])Cl